C(#N)C=1C=NN2C1C(=CC(=C2)O)C=2C=CC(=NC2)N2CC1N(C(C2)C1)C(=O)OC(C)(C)C tert-butyl 3-(5-(3-cyano-6-hydroxypyrazolo[1,5-a]pyridin-4-yl) pyridin-2-yl)-3,6-diazabicyclo[3.1.1]heptane-6-carboxylate